COC1=NN(C=C1[N+](=O)[O-])CCCCCNC(OC(C)(C)C)=O tert-butyl N-[5-(3-methoxy-4-nitro-pyrazol-1-yl)pentyl]carbamate